C(#C)C=1C=CC=C2C=CC=C(C12)C1=C(C=2C(C=N1)=C(SN2)N2[C@@H]1CCN([C@@H]1C2)C(C=C)=O)F 1-((1R,5R)-6-(6-(8-ethynylnaphthalen-1-yl)-7-fluoroisothiazolo[4,3-c]pyridin-3-yl)-2,6-diazabicyclo[3.2.0]heptan-2-yl)prop-2-en-1-one